8-(1-(2-ethylphenyl)-3-methyl-4,5-dihydro-2H-benzo[e]isoindol-2-yl)naphthalen-2-ol C(C)C1=C(C=CC=C1)C=1N(C(=C2CCC3=C(C12)C=CC=C3)C)C=3C=CC=C1C=CC(=CC31)O